NC1=C(N=C(N1)C)C1=CC(=C(C(=O)N([C@H]2CNCCC2)C2=NC=CC3=CC=CC(=C23)C)C=C1)F 4-(5-amino-2-methyl-1H-imidazol-4-yl)-2-fluoro-N-(8-methyl-1-isoquinolyl)-N-[(3R)-3-piperidyl]benzamide